6-(4-(3,8-diazabicyclo[3.2.1]octan-3-yl)-6-chloro-8-fluoro-2-(((2R,7aS)-2-fluorotetrahydro-1H-pyrrolizin-7a(5H)-yl)methoxy)quinazolin-7-yl)-4-ethynyl-5-(trifluoromethyl)pyridin C12CN(CC(CC1)N2)C2=NC(=NC1=C(C(=C(C=C21)Cl)C2=C(C(=CC=N2)C#C)C(F)(F)F)F)OC[C@]21CCCN1C[C@@H](C2)F